N-(4-(2-fluoro-4-(3-(3-fluorophenethyl)ureido)phenoxy)-7-methoxyquinazolin-6-yl)propionamide FC1=C(OC2=NC=NC3=CC(=C(C=C23)NC(CC)=O)OC)C=CC(=C1)NC(=O)NCCC1=CC(=CC=C1)F